2-(3-(((7,8-Dichloro-4-(1H-Imidazol-1-Yl)Quinolin-2-Yl)Amino)Methyl)-5-Fluorophenyl)Acetic Acid ClC1=CC=C2C(=CC(=NC2=C1Cl)NCC=1C=C(C=C(C1)F)CC(=O)O)N1C=NC=C1